N-(3-(4-benzylpiperidin-1-yl)propyl)-4'-methyl-[1,1'-biphenyl]-4-sulfonamide C(C1=CC=CC=C1)C1CCN(CC1)CCCNS(=O)(=O)C1=CC=C(C=C1)C1=CC=C(C=C1)C